CNS(=O)(=O)CCNC1CN(C2=CC=CC=C2C1)C1=CC=C(C=C1)C(F)(F)F N-methyl-2-((1-(4-(trifluoromethyl)phenyl)-1,2,3,4-tetrahydroquinolin-3-yl)amino)ethane-1-sulfonamide